tert-butyl (1-(2-methoxyphenyl)pyrrolidin-3-yl)carbamate COC1=C(C=CC=C1)N1CC(CC1)NC(OC(C)(C)C)=O